C(C)(C)(C)OC(=O)NNC(=O)C=1N=C(SC1)C(=O)C1=CN(C2=CC(=C(C=C12)F)F)C(=O)OC(C)(C)C tert-Butyl 3-(4-(2-(tert-butoxycarbonyl)hydrazinecarbonyl)thiazole-2-carbonyl)-5,6-difluoro-1H-indole-1-carboxylate